FC(C)(F)C1=NC=C(C(=N1)C)S(=O)(=O)N1CC2(C1)CN(C2)C2CC1(COC1)C2 2-((2-(1,1-difluoroethyl)-4-methylpyrimidin-5-yl)sulfonyl)-6-(2-oxaspiro[3.3]heptan-6-yl)-2,6-diazaspiro[3.3]heptane